C(C)(C)(C)OC(NCCCCCNC)=O (5-(methylamino)pentyl)carbamic acid tert-butyl ester